N-(4-fluoro-2-methoxy-5-nitrophenyl)-4-(1H-pyrrolo[2,3-b]pyridin-1-yl)pyrimidin-2-amine FC1=CC(=C(C=C1[N+](=O)[O-])NC1=NC=CC(=N1)N1C=CC=2C1=NC=CC2)OC